(2R,3S,4R,5R)-2-((R)-(4-chlorophenyl)(hydroxy)methyl)-5-(6-(1-methylhydrazineyl)-9H-purin-9-yl)tetrahydrofuran-3,4-diol ClC1=CC=C(C=C1)[C@H]([C@H]1O[C@H]([C@@H]([C@@H]1O)O)N1C2=NC=NC(=C2N=C1)N(N)C)O